30-(((9Z,12Z,15Z)-octadeca-9,12,15-trienoyl)oxy)-triacontanoic acid C(CCCCCCC\C=C/C\C=C/C\C=C/CC)(=O)OCCCCCCCCCCCCCCCCCCCCCCCCCCCCCC(=O)O